2-amino-N-((4'-(trifluoromethoxy)-[1,1'-biphenyl]-4-yl)methyl)hexanamide NC(C(=O)NCC1=CC=C(C=C1)C1=CC=C(C=C1)OC(F)(F)F)CCCC